CS(=O)(=O)N1CC(CCC1)C[C@@H]1CC[C@@H](N1C(=O)OC(C)(C)C)C(=O)OC 1-(tert-Butyl) 2-methyl (2R,5S)-5-((1-(methylsulfonyl)piperidin-3-yl)methyl)-pyrrolidine-1,2-dicarboxylate